BrC=1C=CC(=C(C1)C1=C(SC=C1)C1=CC=C(C=C1)F)C 5-bromo-2-methylphenyl-2-(4-fluorophenyl)thiophene